C(=O)[C@@H]1[C@H](N(CC1)C(=O)OCC1=CC=CC=C1)C(=O)OC 1-benzyl 2-methyl (2S,3S)-3-formylpyrrolidine-1,2-dicarboxylate